C1(CCC1)SCSC1=C(C#N)C(=CC(=N1)C=1C=NN(C1)C)C1=CC=C(C=C1)OCCO 2-(((cyclobutylthio)methyl)thio)-4-(4-(2-hydroxyethoxy)phenyl)-6-(1-methyl-1H-pyrazol-4-yl)nicotinonitrile